5-((2-(3-(N-(3-chlorobenzyl)sulfamoyl)propoxy)ethyl)amino)benzo[c][2,6]naphthyridine-8-carboxamide ClC=1C=C(CNS(=O)(=O)CCCOCCNC2=NC3=C(C4=CN=CC=C24)C=CC(=C3)C(=O)N)C=CC1